NC1=C(C=CC=C1)CCCC(=O)O gamma-(aminophenyl)butyric acid